methyl-2-((3,4-difluoro-2-formylphenyl)amino)-4,5-difluoro-benzoic acid methyl ester COC(C1=C(C(=C(C(=C1)F)F)C)NC1=C(C(=C(C=C1)F)F)C=O)=O